N-[1,1'-biphenyl]-4-yl-[1,1'-biphenyl]-4-amine C1(=CC=C(C=C1)NC1=CC=C(C=C1)C1=CC=CC=C1)C1=CC=CC=C1